(((5s,7r)-7-(fluoromethyl)-2-oxo-1-oxa-3-azaspiro[4.5]decan-7-yl)methyl)-1H-benzo[d]imidazole-6-carbonitrile FC[C@]1(C[C@]2(CNC(O2)=O)CCC1)CN1C=NC2=C1C=C(C=C2)C#N